1-(4-Chloro-7-(3-hydroxypyrrolidin-1-yl)-2-{[2-(trimethylsilyl)ethoxy]methyl}-2H-indazol-6-yl)ethanone ClC=1C2=CN(N=C2C(=C(C1)C(C)=O)N1CC(CC1)O)COCC[Si](C)(C)C